C(C1=CC=CC=C1)N1N=CC(=C1)OC1=C(C=C(N)C=C1C)C 4-((1-benzyl-1H-pyrazol-4-yl)oxy)-3,5-dimethylaniline